N1CC(C1)C(=O)N1CCC(CC1)C=1C=C2C(=C(NC2=CC1)C1=CC(=NC=C1)C)CC azetidin-3-yl-(4-(3-ethyl-2-(2-methylpyridin-4-yl)-1H-indol-5-yl)piperidin-1-yl)methanone